NC1CCC(CC1)(O)C(F)(F)F (7r,4r)-4-amino-1-(trifluoromethyl)cyclohexan-1-ol